Cl.N1(CCNCCC1)S(=O)(=O)N1C[C@@H](CC1)CN1CCC2(CN(C2)C2=NC=NC=C2OC2=C(C(=O)N(C(C)C)C(C)C)C=C(C=C2)F)CC1 (S)-2-((4-(7-((1-((1,4-diazepan-1-yl)sulfonyl)pyrrolidin-3-yl)methyl)-2,7-Diazaspiro[3.5]nonan-2-yl)pyrimidin-5-yl)oxy)-5-fluoro-N,N-diisopropylbenzamide hydrochloride